(1,6-Dioxohexane-1,6-diyl)bis(6-methoxy-3,1-phenylene) dimethyl biscarbonate C(OC1=CC(=CC=C1OC)C(CCCCC(=O)C=1C=C(C(=CC1)OC)OC(OC)=O)=O)(OC)=O